N,N-diethylaminobutyric acid C(C)N(CC)C(C(=O)O)CC